3,4-furandimethanol O1C=C(C(=C1)CO)CO